1-benzyl-5,6-dihydropyridin-2(1H)-one C(C1=CC=CC=C1)N1C(C=CCC1)=O